ClC1=CC=C(C=C1)C1=CC(=CC=C1)[C@]1(SCC[C@H](NC1=O)CO)C (2R,5S)-2-(4'-chloro-[1,1'-biphenyl]-3-yl)-5-(hydroxymethyl)-2-methyl-1,4-thiazepan-3-one